3-[(E)-(2-methoxycarbonyl-1-propenyl)]-2,2-dimethylcyclopropanecarboxylate COC(=O)/C(=C/C1C(C1C(=O)[O-])(C)C)/C